C(C)C1=NC=NC=N1 ethylS-triazine